C(CCCC)C1=CC=C(CC2=NOC(=N2)CC(C(=O)O)=C)C=C1 2-((3-(4-pentylbenzyl)-1,2,4-oxadiazol-5-yl)methyl)acrylic acid